C1(CC1)C1(COC1)[C@H]1CC[C@H]2[C@@H]3CC[C@@H]4C[C@@](CC[C@@H]4[C@H]3CC[C@]12C)(O)C (3R,5R,8R,9R,10S,13S,14S,17S)-17-(3-cyclopropyloxetan-3-yl)-3,13-dimethyl-2,4,5,6,7,8,9,10,11,12,14,15,16,17-tetradecahydro-1H-cyclopenta[a]phenanthren-3-ol